1-((3R,4S)-3-fluoro-4-((5-(4-fluoro-1-(2-fluoroethyl)-1H-benzo[d]imidazol-6-yl)-4-methoxypyrrolo[2,1-f][1,2,4]triazin-2-yl)amino)piperidin-1-yl)ethan-1-one-2,2,2-d3 F[C@@H]1CN(CC[C@@H]1NC1=NN2C(C(=N1)OC)=C(C=C2)C=2C=C(C1=C(N(C=N1)CCF)C2)F)C(C([2H])([2H])[2H])=O